phenylpropionic acid nicotine salt N1=CC=CC(=C1)C1N(C)CCC1.C1(=CC=CC=C1)C(C(=O)O)C